C(C)(=O)OC1=C(C=C(C=C1OC)[N+](=O)[O-])Cl 2-chloro-6-methoxy-4-nitrophenyl acetate